C(=C)C=1NC=CC1 vinylpyrrol